BrCC(=O)N(C)C(C)(C)C 2-bromo-N-(tert-butyl)-N-methylacetamide